ClC=1C=C(C(=O)N=NC(=S)NC2=CC(=CC=C2)C(F)(F)F)C=CC1 1-(3-chlorobenzoyl-imino)-3-[3-(trifluoromethyl)phenyl]Thiourea